Fluorenyl-Amin C1(=CC=CC=2C3=CC=CC=C3CC12)N